FC=1C(=NC(=NC1)NC1=CC=C(C=N1)C1CCN(CC1)C(=O)OC(C)(C)C)C=1C=C(C2=C(N(CCO2)C(C)C)C1)F tert-butyl 4-[6-[[5-fluoro-4-(8-fluoro-4-isopropyl-2,3-dihydro-1,4-benzoxazin-6-yl)pyrimidin-2-yl] amino]-3-pyridyl]piperidine-1-carboxylate